8-nitroso-8-azabicyclo[3.2.1]octan-3-ol N(=O)N1C2CC(CC1CC2)O